Cl.CC(C(=O)OC1=CC=CC=C1)C Phenyl 2-methylpropanoate hydrochloride